C(CCCCC)OC(CF)=O 2-Fluoroacetic acid hexyl ester